ClC1=C(OCC=2C(=C(C=CC2)C=2C(=C(C=CC2)C2=CC=C(C=C2)C=2C=C3C(=NC=NC3=CC2)N(C(OC(C)(C)C)=O)CCO)C)C)C=C(C(=C1)C=O)OCC=1C=NC=C(C1)C#N tert-butyl (6-(3''-((2-chloro-5-((5-cyanopyridin-3-yl)methoxy)-4-formylphenoxy)methyl)-2',2''-dimethyl-[1,1':3',1''-terphenyl]-4-yl)quinazolin-4-yl)(2-hydroxyethyl)carbamate